tertiary butyl glycidyl ether C(C1CO1)OC(C)(C)C